4-butyl-4'-chloropropyl-bipyridine C(CCC)C1=CC(=NC=C1)C1=NC=CC(=C1)CCCCl